C(#N)C=1N=C([N-]C1C#N)C(C(F)(F)F)(F)F 4,5-dicyano-2-pentafluoroethylimidazolid